N-(6-((1H-pyrazol-1-yl)methyl)-5-chloro-4-methoxybenzo[d]isoxazol-3-yl)-4-hydroxy-7-methoxychroman-8-sulfonamide N1(N=CC=C1)CC1=CC2=C(C(=NO2)NS(=O)(=O)C=2C(=CC=C3C(CCOC23)O)OC)C(=C1Cl)OC